Di-(2-ethyl-decyl)ether C(C)C(COCC(CCCCCCCC)CC)CCCCCCCC